6-cyclopropyl-8-methylimidazo[1,2-a]-pyrazin-2-ol C1(CC1)C=1N=C(C=2N(C1)C=C(N2)O)C